C(C)C=1C(=CC=C2C=C(C=C(C12)C1=C(C=2N=C(N=C(C2C=N1)N1CCOCC(C1)S(=O)(=O)N)OC[C@]12CCCN2C[C@@H](C1)F)F)O)F 4-(7-(8-Ethyl-7-fluoro-3-hydroxy-naphthalen-1-yl)-8-fluoro-2-(((2R,7aS)-2-fluorotetrahydro-1H-pyrrolizin-7a(5H)-yl)meth-oxy)pyrido[4,3-d]pyrimidin-4-yl)-1,4-oxazepane-6-sulfonamide